1-(4-aminophenoxy)-3-methoxyprop-2-yl methacrylate C(C(=C)C)(=O)OC(COC1=CC=C(C=C1)N)COC